3-((5-methoxy-4-(4-(pyridin-2-yl)piperazin-1-yl)pyrimidin-2-yl)amino)benzenesulfonamide COC=1C(=NC(=NC1)NC=1C=C(C=CC1)S(=O)(=O)N)N1CCN(CC1)C1=NC=CC=C1